C(CCCCCCCCC)(=O)OC(CSC1CCCCC1)CCCCC1(OCC(O1)CCN(C)C)CCCCC(CSC1CCCCC1)OC(CCCCCCCCC)=O (4-(2-(Dimethylamino)ethyl)-1,3-dioxolane-2,2-diyl)bis(1-(cyclohexylthio)hexane-6,2-diyl) bis(decanoate)